NC1CCN(CC1)C=1C=C(N(C)C2=CC=C(OC=3N=C(C4=C(N3)C=NC=C4)O)C=C2)C=CC1 2-[4-[3-(4-aminopiperidin-1-yl)-N-methylanilino]phenoxy]pyrido[3,4-d]pyrimidin-4-ol